N-(2-(dimethylamino)ethyl)-6,11-dioxo-6,11-dihydro-5H-benzo[b]carbazole-2-carboxamide CN(CCNC(=O)C=1C=C2C=3C(C4=C(C(C3NC2=CC1)=O)C=CC=C4)=O)C